Cl.CONC methoxy(methyl)-amine HCl